6-tert-butyl-4-(4-methoxycyclohexen-1-yl)pyridine-3-carboxylic acid ethyl ester C(C)OC(=O)C=1C=NC(=CC1C1=CCC(CC1)OC)C(C)(C)C